(7R,14R)-11-(2-(1-hydroxycyclobutyl)pyrimidin-5-yl)-6-(methyl-d3)-5-oxo-5,6,7,14-tetrahydro-7,14-methanobenzo[f]benzo[4,5]imidazo[1,2-a][1,4]diazocin-1-yl trifluoromethanesulfonate FC(S(=O)(=O)OC1=CC=CC=2C(N([C@H]3C=4N([C@@H](C21)C3)C3=C(N4)C=CC(=C3)C=3C=NC(=NC3)C3(CCC3)O)C([2H])([2H])[2H])=O)(F)F